NC1=NC=2C=CC(=CC2C2=C1C=NN2C)C(=O)N(NC(=O)C2CC2)CC2=NC=C(C=C2)C(F)(F)F 4-amino-N'-(cyclopropanecarbonyl)-1-methyl-N-((5-(trifluoromethyl)pyridin-2-yl)methyl)-1H-pyrazolo[4,3-c]quinoline-8-carbohydrazide